ClC1=C(C=2N=C(N=C(C2C=N1)C1CCN(CC1)C(=O)OCC1=CC=CC=C1)OC[C@]12CCCN2C[C@@H](C1)F)F benzyl 4-(7-chloro-8-fluoro-2-(((2R,7aS)-2-fluorotetrahydro-1H-pyrrolizin-7a(5H)-yl)methoxy)pyrido[4,3-d]pyrimidin-4-yl)piperidine-1-carboxylate